Cl.NC/C(/CN1N=CN(C1=O)CC1=CC=C(S1)C1=CC=C(C(=O)OC)C=C1)=C\F methyl 4-[5-({1-[(2E)-2-(aminomethyl)-3-fluoroprop-2-en-1-yl]-5-oxo-1,5-dihydro-4H-1,2,4-triazol-4-yl}methyl)thiophen-2-yl]benzoate hydrochloride